O1[C@H](CCC2=CC=CC=C12)C(CN1N=C(C=C1C(=O)OCC)C(=O)OCC)=O |r| rac-Diethyl 1-[2-(3,4-dihydro-2H-chromen-2-yl)-2-oxoethyl]-1H-pyrazole-3,5-dicarboxylate